CCCCC/C=C\C/C=C\C/C=C\C/C=C\C/C=C\CCC(=O)O[C@H](COC(=O)CCCCCCC/C=C\CCCC)COP(=O)([O-])OCC[N+](C)(C)C 1-(9Z-tetradecenoyl)-2-(4Z,7Z,10Z,13Z,16Z-docosapentaenoyl)-sn-glycero-3-phosphocholine